C(N)(=O)C=1C=CC2=C(N=C(C3=CC=NC=C23)NCCCNC(CCNC(OCC2=CC=CC=C2)=O)=O)C1 benzyl (3-((3-((8-carbamoylbenzo[c][2,6]naphthyridin-5-yl)amino)propyl)amino)-3-oxopropyl)carbamate